N[C@@H](CCC1=NC(=NC(=C1F)C1=C(C=CC=C1C)C)NS(=O)(=O)C=1C=C(C(=O)O)C=CC1)CC(C)C 3-[[4-[(3s)-3-Amino-5-methyl-hexyl]-6-(2,6-dimethylphenyl)-5-fluoro-pyrimidin-2-yl]sulfamoyl]benzoic acid